4-[1-(7-Fluoro-4-isoquinolinyl)ethoxy]-6-[5-methyl-1-[1-(oxetan-3-yl)-4-piperidinyl]triazol-4-yl]pyrazolo[1,5-a]pyridine-3-carbonitrile FC1=CC=C2C(=CN=CC2=C1)C(C)OC=1C=2N(C=C(C1)C=1N=NN(C1C)C1CCN(CC1)C1COC1)N=CC2C#N